ClC=1C(=NC=C(C1)C(F)(F)F)N1C(SC2=C1C=CC(=C2)F)=O (3-chloro-5-(trifluoromethyl)pyridin-2-yl)-6-fluoro-benzothiazol-2(3H)-one